(6Ar,10aR)-3-[1-[(Z)-hex-1-enyl]cyclopropyl]-6,6,9-trimethyl-6a,7,10,10a-tetrahydrobenzo[c]chromen-1-ol C(=C/CCCC)/C1(CC1)C=1C=C(C=2[C@H]3[C@H](C(OC2C1)(C)C)CC=C(C3)C)O